4-Oxoretinal CC1=C(C(CCC1=O)(C)C)/C=C/C(=C/C=C/C(=C/C=O)/C)/C